4-(azetidin-1-yl)cyclohexanone N1(CCC1)C1CCC(CC1)=O